Cl.BrC=1C=NN(C1)C1CCC(CC1)N 4-(4-bromopyrazol-1-yl)cyclohexanamine hydrochloride